C(CN1C(=NC2=C1C=CC(=C2OC)C(N)=O)C2=C(C(=O)O)C=CC=C2F)N2C(=NC1=C2C=CC(=C1OC)C(N)=O)C1=C(C(=O)O)C=CC=C1F 2,2'-(ethane-1,2-diylbis(5-carbamoyl-4-methoxy-1H-benzo[d]imidazole-1,2-diyl))bis(3-fluorobenzoic acid)